C1=C(C=CC2=CC=CC=C12)C(C#CC1=CC=CC=C1)O 1-(naphthalen-2-yl)-3-phenylpropan-2-yn-1-ol